7α-hydroxyandrost-4-ene-3,17-dione O[C@H]1[C@H]2[C@@H]3CCC([C@@]3(C)CC[C@@H]2[C@]2(CCC(C=C2C1)=O)C)=O